C1=C(C=CC2=CC=CC=C12)C=1C=CC=C2C(=CNC12)C=O (7-(naphthalene-2-yl)-1H-indol-3-yl)methanone